isopropylidenebis(indenyl)zirconium dichloride [Cl-].[Cl-].C(C)(C)=[Zr+2](C1C=CC2=CC=CC=C12)C1C=CC2=CC=CC=C12